BrC1=CN=CC=2N1C(=C(N2)CC)NC bromo-2-ethyl-N-methylimidazo[1,2-a]pyrazin-3-amine